N-(4-cyano-3-(trifluoromethyl)phenyl)-2-(4-((1-(2-(2,6-dioxopiperidin-3-yl)-1,3-dioxoisoquinolin-5-yl)azetidin-3-yl)ethynyl)-1H-pyrazol-1-yl)-2-methylbutanamide C(#N)C1=C(C=C(C=C1)NC(C(CC)(C)N1N=CC(=C1)C#CC1CN(C1)C1=C2CC(N(C(C2=CC=C1)=O)C1C(NC(CC1)=O)=O)=O)=O)C(F)(F)F